CN1C(=NN=C1)C[C@@H](C)C=1C=C(C=CC1)NC(=O)C1=CC=2N(C=N1)C=CC2 (R)-N-(3-(1-(4-Methyl-4H-1,2,4-triazol-3-yl)propan-2-yl)phenyl)pyrrolo[1,2-c]pyrimidine-3-carboxamide